2-(3-bromo-4-fluorobenzyl)-2,6-dihydropyrrolo[3,4-c]pyrazole BrC=1C=C(CN2N=C3C(=C2)C=NC3)C=CC1F